3-triFluoromethyl-2-cyclohexen-1-one FC(C1=CC(CCC1)=O)(F)F